(S)-3-methyl-4-(4-((3-methyl-4-((1-methyl-1H-benzo[d]imidazol-5-yl)methyl)phenyl)amino) pyrido[3,2-d]pyrimidin-6-yl)piperazine-1-carboxylate C[C@H]1CN(CCN1C=1C=CC=2N=CN=C(C2N1)NC1=CC(=C(C=C1)CC1=CC2=C(N(C=N2)C)C=C1)C)C(=O)[O-]